S-(3-hydroxycyclohexyl) thioacetate C(C)(=O)SC1CC(CCC1)O